butyloxycarbonyl-1,6-diaminohexane C(CCC)OC(=O)C(CCCCCN)N